5-Bromo-2-fluoro-3-(trifluoromethyl)benzaldehyde oxime BrC=1C=C(C(=C(C=NO)C1)F)C(F)(F)F